bis(3-aminopropyl)-1,4-butanediamine NCCCC(CCCN)(N)CCCN